3-hydroxyl-nonanoic acid OC(CC(=O)O)CCCCCC